FC1=C(C(=CC=2NC(=NC21)OC=2C=CC(=C(C(=O)OC)C2)C)F)C2=CC=C(C=C2)C2=CC=C(C=C2)CN2CC(C2)COCCO methyl 5-((4,6-difluoro-5-(4'-((3-((2-hydroxyethoxy)methyl)azetidin-1-yl)methyl)-[1,1'-biphenyl]-4-yl)-1H-benzo[d]imidazol-2-yl)oxy)-2-methylbenzoate